4-aza-7-methyl-6,8-dioxa-5,9-dioxo-1-decanesulfonic acid sodium salt [Na+].CC(OC(NCCCS(=O)(=O)[O-])=O)OC(C)=O